8-Fluoro-2-(4-(2-hydroxypropan-2-yl)cuban-1-yl)quinoline-6-carbaldehyde FC=1C=C(C=C2C=CC(=NC12)C12C3C4C5(C3C1C5C24)C(C)(C)O)C=O